5-hydroxypentyl (E)-2-cyano-3-(1-(3-(trifluoromethyl)benzyl)-1H-pyrrolo[2,3-b]pyridin-3-yl)acrylate C(#N)/C(/C(=O)OCCCCCO)=C\C1=CN(C2=NC=CC=C21)CC2=CC(=CC=C2)C(F)(F)F